[O-]CCCC.[O-]CCCC.[O-]CCCC.[Al+3] aluminum tris(n-butoxide)